C1(CC1)C1=NC=NC(=C1C1=NN2C(N(C(CC2)=O)CC2=CC(=C(C=C2)C=2N(C=C(N2)C(F)(F)F)C(C)C)F)=N1)OC 2-(4-cyclopropyl-6-methoxypyrimidin-5-yl)-4-(3-fluoro-4-(1-isopropyl-4-(trifluoromethyl)-1H-imidazol-2-yl)benzyl)-6,7-dihydro[1,2,4]triazolo[1,5-a]pyrimidin-5(4H)-one